5-bromo-2-methyl-1-(p-tolylsulfonyl)pyrrolo[2,3-b]pyridine BrC=1C=C2C(=NC1)N(C(=C2)C)S(=O)(=O)C2=CC=C(C=C2)C